BrC=1C(=C(C(=CC1)C(=O)N)C(=O)N)F bromofluorobenzene-bisamide